C(C)(C)(C)OC(=O)N1CCC2(CC1)CCC(CC2)NC 9-(methylamino)-3-azaspiro[5.5]undecane-3-carboxylic acid tert-butyl ester